(S)-(-)-beta-hydroxy-gamma-butyrolactone O[C@H]1CC(=O)OC1